FC1=C2C3=C(NC2=C(C=C1F)NC)N=CC(=C3N3CCOCC3)C=3C=C1C(C(=CN(C1=NC3)CC(C3=CC=CC=C3)N(C)C)C(=O)O)=O 6-[5,6-difluoro-8-(methylamino)-4-morpholino-9H-pyrido[2,3-b]indol-3-yl]-1-[2-(dimethylamino)-2-phenyl-ethyl]-4-oxo-1,8-naphthyridine-3-carboxylic acid